OC(CN1CCN(CC1)C1=CC(=C(C(=O)NS(=O)(=O)C2=CC(=C(C=C2)NCC2CCOCC2)[N+](=O)[O-])C=C1)OC=1C=C2C(=NC1)NC=C2)(C2=CC=CC=C2)C2=CC=CC=C2 4-[4-(2-hydroxy-2,2-diphenyl-ethyl)piperazin-1-yl]-N-[3-nitro-4-(tetrahydropyran-4-ylmethylamino)phenyl]sulfonyl-2-(1H-pyrrolo[2,3-b]pyridin-5-yloxy)benzamide